CC(C)(C)[S@@](=O)N[C@H]1C2(CN3N=CC=C31)CCNCC2 (R)-2-methyl-N-((S)-4'H,6'H-spiro[piperidine-4,5'-pyrrolo[1,2-b]pyrazol]-4'-yl)propane-2-sulfinamide